C(C1=CC=CC=C1)C1CCN(CC1)CCCNS(=O)(=O)C1=NC=C(C=C1)OCCCC N-(3-(4-benzylpiperidin-1-yl)propyl)-5-butoxypyridin-2-sulfonamide